9,10-bis(n-hexanoyloxy)anthracene C(CCCCC)(=O)OC=1C2=CC=CC=C2C(=C2C=CC=CC12)OC(CCCCC)=O